C(OC=CC)(OC=CC)=O dipropenyl carbonate